CC1=NC=C(C=N1)[C@H](CC(=O)O)N1N=C(C=C1)CCC[C@H]1NC2=NC=CC=C2CC1 (S)-3-(2-methylpyrimidin-5-yl)-3-(3-(3-((R)-1,2,3,4-tetrahydro-1,8-naphthyridin-2-yl)propyl)-1H-pyrazol-1-yl)propanoic acid